methyl 2-[3-(5-[bicyclo[1.1.1]pentan-1-yl]-1,3,4-thiadiazol-2-yl)-6-oxopyridazin-1-yl]acetate C12(CC(C1)C2)C2=NN=C(S2)C2=NN(C(C=C2)=O)CC(=O)OC